N-((1R,4R)-4-(((2-((1-(2-cyanopropan-2-yl)-3-methyl-1H-pyrazol-4-yl)amino)pyrimidin-4-yl)oxy)methyl)cyclohexyl)acetamide C(#N)C(C)(C)N1N=C(C(=C1)NC1=NC=CC(=N1)OCC1CCC(CC1)NC(C)=O)C